PYRIDINYLMETHYLENEPIPERIDINE N1=C(C=CC=C1)C=C1NCCCC1